4-[3-(5-{(R)-(1,3-Dimethyl-azetidin-3-yl)-hydroxy-[4-(2,2,2-trifluoro-ethyl)-phenyl]-methyl}-pyridin-3-yl)-[1,2,4]oxadiazol-5-yl]-bicyclo[2.2.2]octane-1-carboxylic acid amide CN1CC(C1)(C)[C@@](C=1C=C(C=NC1)C1=NOC(=N1)C12CCC(CC1)(CC2)C(=O)N)(C2=CC=C(C=C2)CC(F)(F)F)O